N1(CCCC1)C(=O)C1=CC=C(C=C1)C=1N=NC(=CC1)NC1C[C@@H]2[C@@H](CN(C2)CC2CCOCC2)C1 pyrrolidin-1-yl(4-(6-(((3aR,5s,6aS)-2-((tetrahydro-2H-pyran-4-yl)methyl)octahydrocyclopenta[c]pyrrol-5-yl)amino)pyridazin-3-yl)phenyl)methanone